FC=1C(=NC=CN1)N1CCC(CC1)C1=CC=2C(=NC=CN2)N(C1=O)CC1=C(C=CC=C1)C(F)(F)F 7-(1-(3-fluoropyrazin-2-yl)piperidin-4-yl)-5-(2-(trifluoromethyl)benzyl)pyrido[2,3-b]pyrazine-6(5H)-one